magnesium diisopropylmagnesium C(C)(C)[Mg]C(C)C.[Mg]